CC1(COCCC1NC(C(=O)C1=C(C(=C(N1C)C)C(=O)NC1=CC(=C(C=C1)F)C)C)=O)C 5-(2-((3,3-dimethyltetrahydro-2H-pyran-4-yl)amino)-2-oxoacetyl)-N-(4-fluoro-3-methylphenyl)-1,2,4-trimethyl-1H-pyrrole-3-carboxamide